(S)-2-(4-Fluorophenyl)-1-(furan-2-yl)-2-((4-methoxyphenyl)amino)ethan-1-one FC1=CC=C(C=C1)[C@@H](C(=O)C=1OC=CC1)NC1=CC=C(C=C1)OC